NC1=CC(=C(C=C1)NC(=O)C1=NC=C(N=C1)C)C N-(4-amino-2-methylphenyl)-5-methylpyrazine-2-carboxamide